(E)-N-(4-((5-(furan-2-yl)-2-methoxyphenyl)amino)-7-methoxy-quinazolin-6-yl)-4-morpholinobut-2-enamide O1C(=CC=C1)C=1C=CC(=C(C1)NC1=NC=NC2=CC(=C(C=C12)NC(\C=C\CN1CCOCC1)=O)OC)OC